C1(=CCC1)C(=O)NC=1C=C(C=CC1)[C@@H]1C2=C(N(C([C@H]1NC(C1=CC(=CC=C1)C(F)(F)F)=O)=O)CCO)N(N=C2C)C2=CC=CC=C2 |r| rac-N-((4R,5S)-4-(3-(cyclobut-1-ene-1-carboxamido)phenyl)-7-(2-hydroxyethyl)-3-methyl-6-oxo-1-phenyl-4,5,6,7-tetrahydro-1H-pyrazolo[3,4-b]pyridin-5-yl)-3-(trifluoromethyl)benzamide